OC=1C=C(C(=O)OC)C=C(C1)O methyl 3,5-dihydroxybenzoate